C1(CCC1)N(C(=O)C=1C=CC2=C(N=C(O2)C2=C(C(=C(C(=C2)C(F)(F)F)F)O)F)C1)C N-Cyclobutyl-2-(2,4-difluoro-3-hydroxy-5-(trifluoromethyl)phenyl)-N-methylbenzo[d]oxazole-5-carboxamide